tert-butyl 4-((1-(3-(2,6-dioxopiperidin-3-yl)phenyl)piperidin-4-yl)methyl)piperazine-1-carboxylate O=C1NC(CCC1C=1C=C(C=CC1)N1CCC(CC1)CN1CCN(CC1)C(=O)OC(C)(C)C)=O